1-cyclopropyl-N-((5-(pyridin-4-yl)-1,3,4-thiadiazol-2-yl)methyl)-1H-1,2,3-triazole-4-carboxamide C1(CC1)N1N=NC(=C1)C(=O)NCC=1SC(=NN1)C1=CC=NC=C1